7-(diethylamino)-4-methyl-2H-chromen-2-one C(C)N(C1=CC=C2C(=CC(OC2=C1)=O)C)CC